N[C@H](CC1=C(C2=C(N=C(N=C2NCC2=CC=CC=C2)Cl)N1C)F)C 6-[(2S)-2-aminopropyl]-N-benzyl-2-chloro-5-fluoro-7-methyl-7H-pyrrolo[2,3-d]pyrimidin-4-amine